P(=O)(O)(O)O[C@H]1[C@H]([C@@H](O[C@@H]1CO)N1C(=O)N=C(N)C=C1)O cytidine 3'-phosphate